N-(((1R,5S,6s)-3-(5-(3-cyano-6-(1-methyl-1H-pyrazol-4-yl)pyrazolo[1,5-a]pyridin-4-yl)pyrazin-2-yl)-3-azabicyclo[3.1.0]hexan-6-yl)methyl)-6-methoxynicotinamide C(#N)C=1C=NN2C1C(=CC(=C2)C=2C=NN(C2)C)C=2N=CC(=NC2)N2C[C@@H]1C([C@@H]1C2)CNC(C2=CN=C(C=C2)OC)=O